1-[5-(3-chloro-4-cyclopropyl-phenyl)-6-methyl-indan-1-yl]-3-methyl-azetidin-3-ol ClC=1C=C(C=CC1C1CC1)C=1C=C2CCC(C2=CC1C)N1CC(C1)(O)C